(S)-2-(1-(cyclopropylmethyl)-1H-pyrrolo[2,3-b]pyridin-2-yl)-7-methoxy-1-(pyrrolidin-3-ylmethyl)-1H-benzo[d]imidazole-5-carboxylic acid methyl ester COC(=O)C1=CC2=C(N(C(=N2)C2=CC=3C(=NC=CC3)N2CC2CC2)C[C@@H]2CNCC2)C(=C1)OC